4-methyl-5-[4-[(2-methylphenyl)methyl]-3-oxopiperazin-1-yl]-2,3-dihydropyridazin-3-one CC=1C(NN=CC1N1CC(N(CC1)CC1=C(C=CC=C1)C)=O)=O